tert-Butyl (3R,5S)-3-(fluoromethyl)-5-[(8-isopropyl-7-oxo-pteridin-2-yl)amino]piperidine-1-carboxylate FC[C@H]1CN(C[C@H](C1)NC1=NC=2N(C(C=NC2C=N1)=O)C(C)C)C(=O)OC(C)(C)C